N-methyl-N-(propan-2-yl)-2-[4-(4,4,5,5-tetramethyl-1,3,2-dioxaborolan-2-yl)-1H-pyrazol-1-yl]propenamide CN(C(C(=C)N1N=CC(=C1)B1OC(C(O1)(C)C)(C)C)=O)C(C)C